(2,4-difluorophenyl)(piperidin-4-yl)methanone hydrochloride Cl.FC1=C(C=CC(=C1)F)C(=O)C1CCNCC1